ClC=1C(=NC=C(C1)C(F)(F)F)N1N=CC(=N1)N 2-[3-chloro-5-(trifluoromethyl)pyridin-2-yl]-2H-1,2,3-triazol-4-amine